OC1=C(C(=CC(=C1)CCC)O)C1=C2[C@H](C(NC2=CC=C1)=O)C |r| (±)-4-(2,6-Dihydroxy-4-propylphenyl)-3-methylindolin-2-one